C(C)(C)N1N=C(C2=NC(=CC(=C21)NCC2=NN(C=N2)C)C=2C(NC=CC2)=O)C 3-[1-isopropyl-3-methyl-7-[(1-methyl-1,2,4-triazol-3-yl)methylamino]pyrazolo[4,3-b]pyridin-5-yl]-1H-pyridin-2-one